C(C1=CC=CC=C1)NC(\C=C\CC)=O trans-N-benzylpent-2-enamide